2,5-di(piperidin-1-yl)oxazolo[4,5-b]pyridin N1(CCCCC1)C=1OC=2C(=NC(=CC2)N2CCCCC2)N1